ClC=1C=C(C=NC1N1N=CC=N1)NC(=O)C=1C=NN(C1C(F)(F)F)C1=C2C=CN=C(C2=CC=C1)C#N N-(5-Chloro-6-(2H-1,2,3-triazol-2-yl)pyridin-3-yl)-1-(1-cyanoisochinolin-5-yl)-5-(trifluoromethyl)-1H-pyrazol-4-carboxamid